N-(2-(4-methylthiazol-5-yl)ethyl)-1,2,3,4-tetrahydroacridine-9-amine CC=1N=CSC1CCNC=1C2=CC=CC=C2N=C2CCCCC12